6-(2-{6-[(3R)-3-aminopiperidine-1-carbonyl]-4-fluoro-3-methylpyrazolo[1,5-a]pyridin-2-yl}-1-(cyclopropylmethyl)-1H-pyrrolo[2,3-b]pyridin-6-yl)-2,3-dihydro-1H-isoindol-1-one N[C@H]1CN(CCC1)C(=O)C=1C=C(C=2N(C1)N=C(C2C)C2=CC=1C(=NC(=CC1)C1=CC=C3CNC(C3=C1)=O)N2CC2CC2)F